(2-fluorobenzyloxy)-3-methyl-1-phenyl-1H-pyrazolo[3,4-b]pyridine FC1=C(COC2=C3C(=NC=C2)N(N=C3C)C3=CC=CC=C3)C=CC=C1